cyclohexylsulfonyl-1,1-dimethylethylsulfonyl-diazomethane C1(CCCCC1)S(=O)(=O)C(=[N+]=[N-])S(=O)(=O)C(C)(C)C